CC1=NNC=C1C1=NN2C(=NC=3C(=CC=CC3C2=N1)C(F)(F)F)N[C@H]1C(NCCCC1)=O (3R)-3-{[2-(3-methyl-1H-pyrazol-4-yl)-7-(trifluoromethyl)[1,2,4]triazolo[1,5-c]quinazolin-5-yl]amino}azepan-2-one